7-(1-(methylamino)ethyl)-4-(o-tolyl)-2H-chromen-2-one CNC(C)C1=CC=C2C(=CC(OC2=C1)=O)C1=C(C=CC=C1)C